tetra-tert-butyl-1,1':3',1''-terphenyl C(C)(C)(C)C=1C(=C(C(=C(C1)C1=CC(=CC=C1)C1=CC=CC=C1)C(C)(C)C)C(C)(C)C)C(C)(C)C